4-benzyloxyisobenzofuran-1,3-dione C(C1=CC=CC=C1)OC1=C2C(OC(C2=CC=C1)=O)=O